C(C(C)(C)C)(=O)O[C@H]1CN(CC=C1)C (R)-1-methyl-1,2,3,6-tetrahydropyridin-3-yl pivalate